4-((4-(isoindolin-2-ylmethyl)-2-methoxyphenyl)ethynyl)-1-(methylsulfonyl)piperidin-4-ol C1N(CC2=CC=CC=C12)CC1=CC(=C(C=C1)C#CC1(CCN(CC1)S(=O)(=O)C)O)OC